C(C1=CC=CC=C1)(=O)O[C@@H]1[C@H]([C@@H]([C@H](C[C@H]1N=[N+]=[N-])N=[N+]=[N-])O[C@@H]1[C@@H](C[C@H]2[C@@H]([C@H]3[C@H](N(C(O3)=O)C)CO2)O1)N=[N+]=[N-])O (1S,2S,3R,4S,6R)-4,6-diazido-3-(((3aR,5aS,7R,8S,9aS,9bR)-7-azido-3-methyl-2-oxodecahydropyrano[2',3':5,6]pyrano[3,4-d]oxazol-8-yl)oxy)-2-hydroxycyclohexyl benzoate